(methylcarbamoyl)-[1,1'-biphenyl]-2-carboxylic acid CNC(=O)C1=C(C(=CC=C1)C1=CC=CC=C1)C(=O)O